C(C)C1=NC=CN1CCCCC ethyl-3-pentylimidazole